N-(2-aminoethyl)-4-piperidinol C1CN(CCC1O)CCN